O=C1NC(CCC1N1C(C2=CC=C(C=C2C1)NS(=O)(=O)C1=CC=CC=C1)=O)=O N-(2-(2,6-dioxopiperidin-3-yl)-1-oxoisoindolin-5-yl)benzenesulfonamide